xanthenofluorene C1=CC=CC=2C=C3C=4C(=CC=C3C12)C1=CC2=CC=CC=C2OC1=CC4